(S)-1-(2,3-dihydrobenzofuran-5-yl)-5-(5-(3,5-dimethylisoxazol-4-yl)-1-((R)-1-(methylsulfonyl)pyrrolidin-3-yl)-1H-benzo[d]imidazol-2-yl)pyrrolidin-2-one di-allylphthalate C(C=C)OC(C=1C(C(=O)OCC=C)=CC=CC1)=O.O1CCC2=C1C=CC(=C2)N2C(CC[C@H]2C2=NC1=C(N2[C@H]2CN(CC2)S(=O)(=O)C)C=CC(=C1)C=1C(=NOC1C)C)=O